C=C1[C@@H]2CN(C[C@H]1CC2)C(=O)OC(C)(C)C tert-butyl (1R,5S)-8-methylene-3-azabicyclo[3.2.1]octane-3-carboxylate